C(C1=CC=C(C=C1)OC)(=O)N(C1=C(C=C(C(=N1)F)O)F)C(C1=CC=C(C=C1)OC)=O 6-[bis(p-anisoyl)amino]-2,5-difluoro-pyridin-3-ol